FC(C1=NC(=CC(=C1)C1=C(C=C(C#N)C=C1)C1=NN=CN1C)C1=COC2=C(C=C(C=C2C1=O)CN1C[C@H](OCC1)C)C)F (R)-4-(2-(difluoromethyl)-6-(8-methyl-6-((2-methylmorpholinyl)methyl)-4-oxo-4H-chromen-3-yl)pyridin-4-yl)-3-(4-methyl-4H-1,2,4-triazol-3-yl)benzonitrile